CN1C(N(CCC1)[C@H]1CN(CCC1)C(=O)OC(C)(C)C)=O tert-butyl (R)-3-(3-methyl-2-oxotetrahydropyrimidin-1(2H)-yl)piperidine-1-carboxylate